Cl[C@@H](C(=O)O)C (R)-2-Chloropropionic acid